C(C)(C)(C)OC(=O)N1CC2=NC(=CC=C2C1)N(C)CC1=CC=C(C=C1)OC tert-butyl-2-[(4-methoxyphenyl)methyl-methyl-amino]-5,7-dihydropyrrolo[3,4-b]pyridine-6-carboxylate